dipropyl phthalate C(C=1C(C(=O)OCCC)=CC=CC1)(=O)OCCC